1-(N-thiomorpholinyl)-3-methylenehept-4,6-diene N1(CCSCC1)CCC(C=CC=C)=C